ethyl-butyl-methyl-3-butyl-methyl-butyl-ethyl-3-butyl-imidazolium formate C(=O)[O-].C(C)CC(C1=NC(=C([N+]1(CCCC)CCCC)CCCC)C)(C)CCCC